CC(=CCC/C(=C/CC/C(=C/CC/C(=C/COP(=O)([O-])OP(=O)([O-])[O-])/C)/C)/C)C (2E,6E,10E)-geranylgeranyl diphosphate